4-methyl-1,2,3,4-tetrahydropyrazino[1,2-b]indazole-8-carboxylic acid ethyl ester C(C)OC(=O)C=1C=CC2=C3N(N=C2C1)C(CNC3)C